ClC=1C=C(C=C(C1F)Cl)C1(CC(=NO1)N1CC=2C=NC(=CC2C1)C(=O)NC(CC)(CC)C(F)(F)F)C(F)(F)F 2-(5-(3,5-dichloro-4-fluorophenyl)-5-(trifluoromethyl)-4,5-dihydroisoxazol-3-yl)-N-(3-(trifluoromethyl)pentan-3-yl)-2,3-dihydro-1H-pyrrolo[3,4-c]pyridine-6-carboxamide